C1(=CC=CC=C1)C(=O)N1CCC(=CC1)B1OC(C(O1)(C)C)(C)C phenyl(4-(4,4,5,5-tetramethyl-1,3,2-dioxaborolan-2-yl)-3,6-dihydropyridin-1(2H)-yl)methanone